C(OCF)(OC)=O (fluoromethyl) (methyl) carbonate